(2S,3S)-3-hydroxy-2-methylazetidine-1-carboxylic acid benzyl ester C(C1=CC=CC=C1)OC(=O)N1[C@H]([C@H](C1)O)C